[Cl-].C(=CC)[NH+](C)C propenyl-dimethyl-ammonium chloride